CC1=C(C=CC(=C1)OC1=CC=CC=C1)N1C2=C(SC=3N=CC=C(NC1=O)C32)C(=O)NC3CCC(CC3)NC(CC)=O (S)-(2-Methyl-4-phenoxyphenyl)-4-oxo-N-((1S,4S)-4-propionamidocyclohexyl)-4,5-dihydro-3H-1-thia-3,5,8-triazaacenaphthylene-2-carboxamide